1-bromo-5-chloro-3-(cyclopropylmethyl)-2-methoxybenzene BrC1=C(C(=CC(=C1)Cl)CC1CC1)OC